4-((2,4-dichloro-5-methoxyphenyl)amino)-6-methoxy-7-(2-((4-methylpiperazin-1-yl)oxy)ethoxy)quinoline-3-carbonitrile ClC1=C(C=C(C(=C1)Cl)OC)NC1=C(C=NC2=CC(=C(C=C12)OC)OCCON1CCN(CC1)C)C#N